ClC1=C(C=CC=C1F)CC(=O)NC1=CC(=NC=C1)N(C(C)=O)C1=CC(=CC(=C1)OC)F N-{4-[2-(2-Chloro-3-fluorophenyl)acetamido]pyridin-2-yl}-N-(3-fluoro-5-methoxyphenyl)acetamide